ClC1=CC=C(C(=N1)C(=O)NS(=O)(=O)C)N[C@H](C)C=1C=C(C=C2C(N(C(=NC12)C=1C=NC(=NC1)C)C)=O)C (R)-6-chloro-3-((1-(3,6-dimethyl-2-(2-methylpyrimidin-5-yl)-4-oxo-3,4-dihydroquinazolin-8-yl)ethyl)amino)-N-(methylsulfonyl)picolinamide